4-amino-2-(2-oxo-6-sulfanylidenepiperidin-3-yl)-3-sulfanylidene-2,3-dihydro-1H-isoindol-1-one NC1=C2C(N(C(C2=CC=C1)=O)C1C(NC(CC1)=S)=O)=S